FC=1C=CC=C2C=C(C=NC12)N(C(C(CC1=CC=CC=C1)(C)C)=O)OCC(C)C N-(8-fluoro-3-quinolyl)-N-isobutoxy-2,2-dimethyl-3-phenyl-propanamide